3-amino-4-(methylamino)-7-(trifluoromethyl)-1,8-naphthyridin-2(1H)-one NC=1C(NC2=NC(=CC=C2C1NC)C(F)(F)F)=O